CC=1C=CC(=C(C1)NS(=O)(=O)C)OC1=CC=C(C=C1)C N-(5-methyl-2-(p-tolyloxy)phenyl)methanesulfonamide